2-(2-([1,1'-biphenyl]-4-ylsulfonamido)-4-hydroxypyrimidine-5-carboxamido)acetic acid C1(=CC=C(C=C1)S(=O)(=O)NC1=NC=C(C(=N1)O)C(=O)NCC(=O)O)C1=CC=CC=C1